COC(=O)[C@H]1N(CCC1)C1CNS(C1)(=O)=O (2S)-1-(1,1-dioxo-1,2-thiazolidin-4-yl)pyrrolidine-2-carboxylic acid methyl ester